N-(1,1-dimethyl-2-hydroxypropyl)acrylamide Lithium 5-((3-(2,2,2-trifluoroethoxy)pyridin-2-yl)oxy)pyrazolo[1,5-a]pyridine-2-carboxylate FC(COC=1C(=NC=CC1)OC1=CC=2N(C=C1)N=C(C2)C(=O)[O-])(F)F.[Li+].CC(C(C)O)(C)NC(C=C)=O